N-[2-(2-methyl-6,7-dihydro-8H-indeno[5,4-d][1,3]oxazol-8-ylidene)ethyl]propionamide CC=1OC2=C(N1)C=CC=1CCC(C12)=CCNC(CC)=O